(S)-ethyl ((5-fluoro-2-(2-methoxy-7-methylquinoxalin-5-yl)-7,8-dihydrobenzofuro[5,4-d]thiazol-7-yl)methyl)carbamate FC1=CC=2N=C(SC2C=2C[C@H](OC21)CNC(OCC)=O)C2=C1N=CC(=NC1=CC(=C2)C)OC